tert-butyl (S)-4-(2-(4-(2-(2-hydroxyphenyl)-5,6,6a,7,9,10-hexahydro-8H-pyrazino[1',2':4,5]pyrazino[2,3-c]pyridazin-8-yl)piperidin-1-yl)ethyl)piperidine-1-carboxylate OC1=C(C=CC=C1)C=1C=C2C(=NN1)NC[C@@H]1N2CCN(C1)C1CCN(CC1)CCC1CCN(CC1)C(=O)OC(C)(C)C